6-chloro-7-(5,7-dihydro-6H-pyrrolo[3,4-b]pyridin-6-yl)-1-((1-(2-methoxyethyl)-piperidin-4-yl)-methyl)-4-oxo-1,4-dihydro-1,8-naphthyridine-3-carboxylic acid hydrochloride Cl.ClC=1C=C2C(C(=CN(C2=NC1N1CC2=NC=CC=C2C1)CC1CCN(CC1)CCOC)C(=O)O)=O